C(CCCCCCCCCCCCC)(=O)OCCCOC(CCCCCCCCCCCCC)=O trimethylene glycol dimyristate